5-(8-((1-(4-(4-chloro-1,2-bis(4-hydroxyphenyl)but-1-en-1-yl)phenyl)piperidin-4-yl)methyl)-3,8-diazabicyclo[3.2.1]octan-3-yl)-2-(2,6-dioxopiperidin-3-yl)isoindoline-1,3-dione ClCCC(=C(C1=CC=C(C=C1)O)C1=CC=C(C=C1)N1CCC(CC1)CN1C2CN(CC1CC2)C=2C=C1C(N(C(C1=CC2)=O)C2C(NC(CC2)=O)=O)=O)C2=CC=C(C=C2)O